arginine choline OCC[N+](C)(C)C.N[C@@H](CCCNC(N)=N)C(=O)O